NC1=CC=C(C=N1)C1CCN(CC1)C=1C=CC(=NC1)CO (5-(4-(6-aminopyridin-3-yl)piperidin-1-yl)pyridin-2-yl)methanol